1H-1,3-benzodiazole-3-ium N1C=[NH+]C2=C1C=CC=C2